FC1=NN=C2N1C1=CC(=CC=C1C(=N2)N2C1=C(CCCC2)C=CC=C1)C#CC fluoro-8-(prop-1-yn-1-yl)-5-(2,3,4,5-tetrahydro-1H-benzo[b]azepin-1-yl)-[1,2,4]triazolo[4,3-a]quinazoline